3-hydroxy-4,4-dimethylpiperidine OC1CNCCC1(C)C